ClC=1C=C(C=CC1Cl)CCNCC1=C(N=C2SC=CN21)C2=CC=C(C=C2)[N+]#[C-] 2-(3,4-dichlorophenyl)-N-((6-(4-isocyanophenyl)imidazo[2,1-b]thiazol-5-yl)methyl)ethan-1-amine